N-bromo(chloro)succinimide BrN1C(C(CC1=O)Cl)=O